C([C@@H](C(=O)N[C@@H](CO)C(=O)O)N)O The molecule is a dipeptide formed from two L-serine residues. It has a role as a Mycoplasma genitalium metabolite. It derives from a L-serine.